COCCN1CCN(CC1)C(=O)C=1C=C2C=CC(=NC2=CC1)C (4-(2-methoxyethyl)piperazin-1-yl)(2-methylquinolin-6-yl)methanone